N2-benzyl-N4-(2-(4-methylpiperazin-1-yl)ethyl)quinazoline-2,4-diamine C(C1=CC=CC=C1)NC1=NC2=CC=CC=C2C(=N1)NCCN1CCN(CC1)C